C(C(=O)[O-])(=O)[O-].[K+4].[Ti+4].C(C(=O)[O-])(=O)[O-].C(C(=O)[O-])(=O)[O-].C(C(=O)[O-])(=O)[O-] titanium potassium (IV) oxalate